N=1C=NN2C1C=CC(=C2)C=2C=C(C=O)C=CC2 3-([1,2,4]triazolo[1,5-a]pyridine-6-yl)benzaldehyde